BrC1=C2C(CCSC2=C(C=C1)Cl)=O 5-bromo-8-chlorothiochroman-4-one